FC1=C(C=CC(=C1)C(=O)N1CCCCC1)C1=NC=2C=CNC(C2C(=C1)NC1=NC=C(C=C1)N1CCOCC1)=O 2-[2-fluoro-4-(piperidine-1-carbonyl)phenyl]-4-[(5-morpholino-2-pyridyl)amino]-6H-1,6-naphthyridin-5-one